ClC=1C2=C(C(=NC1)NC1=C(C=C(C=C1C)C(F)(F)F)C)N=CN2CC(=O)N(C)C 2-[7-chloro-4-[2,6-dimethyl-4-(trifluoromethyl)anilino]imidazo[4,5-c]pyridin-1-yl]-N,N-dimethyl-acetamide